4-(2-hydroxyethoxy)-3-methoxybenzaldehyde OCCOC1=C(C=C(C=O)C=C1)OC